N-[(2S)-1-[4-(3,4-dichlorobenzenesulfonyl)piperazin-1-yl]propan-2-yl]-7-(pyridin-3-yl)thieno[3,2-d]pyrimidin-4-amine ClC=1C=C(C=CC1Cl)S(=O)(=O)N1CCN(CC1)C[C@H](C)NC=1C2=C(N=CN1)C(=CS2)C=2C=NC=CC2